8-((2S,5R)-4-(1-(6-(difluoromethyl)pyridin-2-yl)ethyl)-2,5-dimethylpiperazin-1-yl)-5-methyl-6-oxo-5,6-dihydro-1,5-naphthyridine-2-carbonitrile FC(C1=CC=CC(=N1)C(C)N1C[C@@H](N(C[C@H]1C)C1=CC(N(C=2C=CC(=NC12)C#N)C)=O)C)F